COC=1C=C2C(NN=C(C2=CC1)C1=CC=C(CNC(OC(C)(C)C)=O)C=C1)=O tert-butyl (4-(6-methoxy-4-oxo-3,4-dihydrophthalazin-1-yl)benzyl)carbamate